4-[(1,5-dimethyl-1H-pyrazol-3-yl)amino]-6-ethyl-1,6-dihydro-1-methyl-imidazo[4,5-d]pyrrolo[2,3-b]pyridine-7-carboxamide CN1N=C(C=C1C)NC1=C2C(=C3C(=N1)N(C(=C3)C(=O)N)CC)N(C=N2)C